ClC1=CC=C2C(=CC(=NC2=C1)C1=CC=C(C(=O)Cl)C=C1)CN1CCOCC1 4-(7-chloro-4-(morpholinomethyl)quinolin-2-yl)benzoyl chloride